tert-Butyl (S,E)-(8-(3,5-diphenyl-1H-pyrazol-1-yl) 2-methyl-8-oxooct-6-en-4-yl)carbamate C1(=CC=CC=C1)C1=NN(C(=C1)C1=CC=CC=C1)C(/C=C/C[C@H](CC(C)C)NC(OC(C)(C)C)=O)=O